N-(1,8-dibromopyren-4-yl)benzamide BrC1=CC=C2C(=CC3=CC=C(C4=CC=C1C2=C34)Br)NC(C3=CC=CC=C3)=O